FC(OC=1C=C(C=C(C1)F)F)(F)F 5-trifluoromethoxy-1,3-difluorobenzene